zinc-manganese chloride [Cl-].[Mn+2].[Zn+2].[Cl-].[Cl-].[Cl-]